(4-(4-hydroxypiperidin-4-yl)phenyl)(4-(4-(trifluoromethyl)phenyl)piperidin-1-yl)methanone OC1(CCNCC1)C1=CC=C(C=C1)C(=O)N1CCC(CC1)C1=CC=C(C=C1)C(F)(F)F